5-amino-1-(2,5-dibromophenethyl)-3-(4-phenoxyphenyl)-1H-pyrazole-4-carbonitrile NC1=C(C(=NN1CCC1=C(C=CC(=C1)Br)Br)C1=CC=C(C=C1)OC1=CC=CC=C1)C#N